CN(CCN(C)CC1=C(C(=CC(=C1)CC)OC)OCCCCCCCCCCCC)C N,N-dimethyl-N'-(2-dodecyloxy-5-ethyl-3-methoxybenzyl)-N'-methylethane-1,2-diamine